1,1'-(9,9-dimethyl-9H-fluorene-2,7-diyl)bis(indolin-5-amine) CC1(C2=CC(=CC=C2C=2C=CC(=CC12)N1CCC2=CC(=CC=C12)N)N1CCC2=CC(=CC=C12)N)C